BrC1=C(C=C(C(=N1)NC(=O)[C@H]1NC[C@@H](C1)F)C)F (2s,4r)-N-(6-bromo-5-fluoro-3-methylpyridin-2-yl)-4-fluoropyrrolidine-2-carboxamide